1,1,1-Tris-(aminomethyl)ethane NCC(C)(CN)CN